2-Amino-5-fluoro-4-(5-fluoro-3-((S)-3-(4-methylpiperazin-1-yl)pyrrolidin-1-yl)-7,9-dihydrofuro[3,4-f]quinazolin-6-yl)benzo[b]thiophene-3-carbonitrile NC1=C(C2=C(S1)C=CC(=C2C=2C1=C(C=3C=NC(=NC3C2F)N2C[C@H](CC2)N2CCN(CC2)C)COC1)F)C#N